NC1=C2N(C(N(C2=NC=N1)C1CCN(CC1)CC1CCC2(CCNCC2)CC1)=O)C1=CC=C(C=C1)OC1=CC=CC=C1 6-amino-9-(1-{3-azaspiro[5.5]undecan-9-ylmethyl}piperidin-4-yl)-7-(4-phenoxyphenyl)purin-8-one